2-amino-5-{2-[(1S)-1-cyclopropylethyl]-1-oxo-7-(trifluoromethoxy)-2,3-dihydro-1H-isoindol-5-yl}-N-[(3R,4S)-4-hydroxyoxolan-3-yl]pyrazolo[1,5-a]pyrimidine-3-carboxamide NC1=NN2C(N=C(C=C2)C=2C=C3CN(C(C3=C(C2)OC(F)(F)F)=O)[C@@H](C)C2CC2)=C1C(=O)N[C@@H]1COC[C@H]1O